FC(C=1C=C(O[C@H]2CN(CC2)C(C(=O)N)C)C=CC1)(F)F 2-((R)-3-(3-(trifluoromethyl)phenoxy)pyrrolidin-1-yl)propionamide